4-(1-methyl-1H-pyrazole-yl)-N-((3S,4S)-4-(3,4-difluorophenyl)piperidin-3-yl)-2-trifluoromethyl-6-fluorobenzamide CN1N=C(C=C1)C1=CC(=C(C(=O)N[C@@H]2CNCC[C@H]2C2=CC(=C(C=C2)F)F)C(=C1)F)C(F)(F)F